2-(3-fluorophenyl)-N-[(1r,2s)-2-hydroxycyclohexyl]-6-(4-methoxyphenyl)-3-oxo-2,3-dihydropyridazine-4-carboxamide FC=1C=C(C=CC1)N1N=C(C=C(C1=O)C(=O)N[C@H]1[C@H](CCCC1)O)C1=CC=C(C=C1)OC